tert-butyl 4-[4-[[1-[(3S)-2,6-dioxo-3-piperidyl]-2-oxo-benzo[cd]indol-6-yl]methyl]pyrazol-1-yl]piperidine-1-carboxylate O=C1NC(CC[C@@H]1N1C(C2=C3C(C(=CC=C13)CC=1C=NN(C1)C1CCN(CC1)C(=O)OC(C)(C)C)=CC=C2)=O)=O